6-phenylimidazo[2,1-b]-1,3,4-thiadiazole-2-sulfonamide C1(=CC=CC=C1)C=1N=C2SC(=NN2C1)S(=O)(=O)N